C(C(=C)C)(=O)OCCN1C=[N+](C=C1)CCCC 1-[2-(methacryloyloxy)ethyl]-3-butyl-imidazolium